C(=O)(O)C=1C=C(C=C(C1)C(=O)O)C=1C2=CC=CC=C2C(=C2C=CC=CC12)C1=CC(=CC(=C1)C(=O)O)C(=O)O 9,10-bis(3',5'-dicarboxyphenyl)anthracene